5-fluoro-3,3-dimethylpiperidin-4-ol FC1C(C(CNC1)(C)C)O